4-(5-(5-ethoxy-2-fluoro-4-methoxyphenyl)pyridin-3-yl)-1,2-oxaborol-2-ol C(C)OC=1C(=CC(=C(C1)C=1C=C(C=NC1)C=1CB(OC1)O)F)OC